Azeloyl-glycine C(CCCCCCCC(=O)O)(=O)NCC(=O)O